(+/-)-3-[4-(2,6-difluoro-4-{[5-(hydroxymethyl)-5-methyl-5,6-dihydro-4H-1,3-oxazin-2-yl]amino}phenoxy)-1H-pyrrolo[2,3-b]pyridin-3-yl]-5-fluoro-N,N-dimethylbenzamide FC1=C(OC2=C3C(=NC=C2)NC=C3C=3C=C(C(=O)N(C)C)C=C(C3)F)C(=CC(=C1)NC=1OC[C@@](CN1)(C)CO)F |r|